(R)-N-(4-iodo-5-methylpyridin-2-yl)-1-methylpyrrolidine-3-carboxamide IC1=CC(=NC=C1C)NC(=O)[C@H]1CN(CC1)C